CN(C1=CC=C(C=C1)C1=C(CC2CCC(C1)N2CCC)COC2=CC=C1CNC(C1=C2)=O)C 6-({4-[4-(dimethylamino)phenyl]-9-propyl-9-azabicyclo[4.2.1]non-3-en-3-yl}methoxy)-2,3-dihydro-1H-isoindol-1-one